dichloro-4-cyclopropyl-[1,1'-biphenyl] ClC=1C(=C(C=CC1C1CC1)C1=CC=CC=C1)Cl